C(C)(=O)C1=C(C=C(C=C1)Cl)C=1C(=NN(C(C1)=O)[C@H](C(=O)NC1=CC=C(C(=O)O)C=C1)CC1=CC=CC=C1)OC (S)-4-(2-(4-(2-acetyl-5-chlorophenyl)-3-methoxy-6-oxopyridazin-1(6H)-yl)-3-phenylpropanamido)benzoic acid